OC(CCCCCC(C)(C)C)CCCCCC(C)(C)C 8-hydroxy-2,2,14,14-tetramethyl-pentadecane